acryloyl-oxypropyl-trimethoxysilane C(C=C)(=O)OCCC[Si](OC)(OC)OC